2-methyl-hex-1-en-5-ol CC(=C)CCC(C)O